C1(CC1)CN1N=CC(=C1)C1=C2C(=NC(=C1)NC(=O)C1CC1)NC=C2 N-(4-(1-(cyclopropylmethyl)-1H-pyrazol-4-yl)-1H-pyrrolo[2,3-b]pyridin-6-yl)cyclopropylcarboxamide